C(C)N1N=C(C=C1C)N ethyl-5-methyl-1H-pyrazol-3-amine